C(C)C1=C(C=C(C(=C1)N1CCN(CC1)C)F)NC1=NC=C(C(=N1)NCCCN1CCOCCC1=O)C(F)(F)F 4-(3-((2-((2-ethyl-5-fluoro-4-(4-methylpiperazin-1-yl)phenyl)amino)-5-(trifluoromethyl)pyrimidin-4-yl)amino)propyl)-1,4-oxazepan-5-one